4,5-dichloro-2-[[4-(hydroxymethyl)-4-methylpiperidin-1-yl]methyl]phenol ClC1=CC(=C(C=C1Cl)O)CN1CCC(CC1)(C)CO